C(CCCCCCCCCCCCCCCCCCC)OCC(OC(CCCCCCCCCCCCCCCCCCC)=O)COP(=O)([O-])OCC[N+](C)(C)C 1-eicosyl-2-eicosanoyl-glycero-3-phosphocholine